(cis)-3-{[3-(aminomethyl)-5-bromopyridin-2-yl]amino}-1-methylcyclobutan-1-ol NCC=1C(=NC=C(C1)Br)NC1CC(C1)(O)C